FC(C(C(C(C(CCC)(F)F)(F)F)(F)F)(F)F)(F)F 1,1,1,2,2,3,3,4,4,5,5-undecafluorooctane